1-(2-aminoethyl)-2-imidazolone NCCN1C(NC=C1)=O